2-(5-(difluoromethyl)pyrimidin-2-yl)-2-methylpropanoic acid FC(C=1C=NC(=NC1)C(C(=O)O)(C)C)F